C(C)(=O)N1CC(CC1)C1=CC=C(C=N1)C1=NNC=2C1=NC(=C(C2)OC)C2(CCC1=CC=CC=C21)C#N (3-(6-(1-acetylpyrrolidin-3-yl)pyridin-3-yl)-6-methoxy-1H-pyrazolo[4,3-b]pyridin-5-yl)-2,3-dihydro-1H-indene-1-carbonitrile